O=C1NC(CCC1N1C(C2=CC=CC(=C2C1)C1CCN(CC1)CCCCCCCC1=CC(=C2C(N(C(C2=C1)=O)[C@H](CS(=O)(=O)C)C1=CC(=C(C=C1)OC)OCC)=O)NC(C)=O)=O)=O N-(6-(7-(4-(2-(2,6-dioxopiperidin-3-yl)-1-oxo-isoindolin-4-yl)piperidin-1-yl)heptyl)-2-((S)-1-(3-ethoxy-4-methoxyphenyl)-2-(methylsulfonyl)-ethyl)-1,3-dioxoisoindolin-4-yl)acetamide